N-(4-bromo-2,5-difluorophenyl)-6-(tetrahydrofuran-3-yl)pyrazolo[1,5-a]pyridine-3-sulfonamide BrC1=CC(=C(C=C1F)NS(=O)(=O)C=1C=NN2C1C=CC(=C2)C2COCC2)F